nonyl 8-((7-((4,4-bis(((Z)-oct-5-en-1-yl)oxy)butanoyl)oxy)heptyl)(3-hydroxypropyl)amino)octanoate C(CCC\C=C/CC)OC(CCC(=O)OCCCCCCCN(CCCCCCCC(=O)OCCCCCCCCC)CCCO)OCCCC\C=C/CC